NCC#N amino-acetonitril